2,4-dichloro-6-(6-chloropyridin-2-yl)-1,3,5-triazine ClC1=NC(=NC(=N1)Cl)C1=NC(=CC=C1)Cl